2-(4-chlorophenoxy)propanol ClC1=CC=C(OC(CO)C)C=C1